1-(2,2-dibromo-1-chlorovinyl)-4-nitrobenzene BrC(=C(Cl)C1=CC=C(C=C1)[N+](=O)[O-])Br